tert-butyl (3S)-4-[7-[6-[bis[(4-methoxyphenyl)methyl]amino]-4-methyl-3-(trifluoromethyl)-2-pyridyl]-6-chloro-2,8-difluoro-quinazolin-4-yl]-3-methyl-piperazine-1-carboxylate COC1=CC=C(C=C1)CN(C1=CC(=C(C(=N1)C1=C(C=C2C(=NC(=NC2=C1F)F)N1[C@H](CN(CC1)C(=O)OC(C)(C)C)C)Cl)C(F)(F)F)C)CC1=CC=C(C=C1)OC